1-tert-butoxycarbonyl-4-hydroxy-pyrrolidine-2-carboxylic acid C(C)(C)(C)OC(=O)N1C(CC(C1)O)C(=O)O